COC1=CC=C(C=C1)CN(C1=CC(=C(C(=N1)C1=C(C=C2C(=NC(=NC2=C1F)F)N1C2CN(C(C1)C2)C(=O)OC(C)(C)C)Cl)C(F)(F)F)C)CC2=CC=C(C=C2)OC tert-Butyl 5-[7-[6-[bis[(4-methoxyphenyl)methyl]amino]-4-methyl-3-(trifluoromethyl)-2-pyridyl]-6-chloro-2,8-difluoro-quinazolin-4-yl]-2,5-diazabicyclo[2.2.1]heptane-2-carboxylate